BrC=1C=C2C(=CC(=NC2=NC1)C1=CC2=CN(N=C2C(=C1)C#N)C)Cl 5-(6-bromo-4-chloro-1,8-naphthyridin-2-yl)-2-methylindazole-7-carbonitrile